3-(4-chloro-2-nitrophenyl)-6-(2,6-dichloro-3,5-dimethoxyphenyl)-4,5,6,7-tetrahydro-1H-indazole ClC1=CC(=C(C=C1)C1=NNC=2CC(CCC12)C1=C(C(=CC(=C1Cl)OC)OC)Cl)[N+](=O)[O-]